ClC=1N=C2C(=NC1C)N(N=C2)C2=C1C=CN(C(C1=CC=C2)=O)C 5-(5-chloro-6-methyl-1H-pyrazolo[3,4-b]pyrazin-1-yl)-2-methylisoquinolin-1(2H)-one